CN(C)\C=C\1/C(CCC1C)=O (2Z)-2-(dimethylaminomethylene)-3-methyl-cyclopentanone